(S)-1-(3-(4-amino-3-((2,6-difluoro-3,5-dimethoxyphenyl)ethynyl)-7-(oxetan-3-yl)-1H-pyrazolo[4,3-c]pyridin-1-yl)pyrrolidin-1-yl)prop-2-en-1-one NC1=NC=C(C2=C1C(=NN2[C@@H]2CN(CC2)C(C=C)=O)C#CC2=C(C(=CC(=C2F)OC)OC)F)C2COC2